Morpholin-4-yl-morpholine N1(CCOCC1)N1CCOCC1